COC(C)(C)C=1C=C2C(=CC=NC2=CC1)C(=O)O 6-(2-methoxypropan-2-yl)quinoline-4-carboxylic acid